di(perfluoroheptanoyl)peroxide FC(C(=O)OOC(C(C(C(C(C(C(F)(F)F)(F)F)(F)F)(F)F)(F)F)(F)F)=O)(C(C(C(C(C(F)(F)F)(F)F)(F)F)(F)F)(F)F)F